C(C)(C)C1=C(NC2=C1N=C(S2)C2CCN(CC2)CC(=O)N(C)C)C2=CN(C1=NC=CC=C12)C 2-(4-(6-Isopropyl-5-(1-methyl-1H-pyrrolo[2,3-b]pyridin-3-yl)-4H-pyrrolo[3,2-d]thiazol-2-yl)piperidin-1-yl)-N,N-dimethylacetamide